2-methyl-1-(4-(trifluoromethoxy)phenyl)propan-1-one CC(C(=O)C1=CC=C(C=C1)OC(F)(F)F)C